C1(CCC1)CN1N=C(C=2C1=NC(=CN2)C2CC2)N (cyclobutylmethyl)-6-cyclopropyl-1H-pyrazolo[3,4-b]pyrazin-3-amine